3-(4-(2-((3-(2,6-dioxopiperidin-3-yl)-1-methyl-1H-indazol-7-yl)-oxy)acetyl)piperazine-1-carbonyl)-1-methyl-1H-pyrazole-5-carboxylic acid O=C1NC(CCC1C1=NN(C2=C(C=CC=C12)OCC(=O)N1CCN(CC1)C(=O)C1=NN(C(=C1)C(=O)O)C)C)=O